CC1=NC(=NO1)C=1C=C(OC2=CC=CC(=N2)S(=O)(=O)NC(=O)C=2C(=NC=CC2)N2C(CC(C2)C)(C)C)C=CC1 N-[[6-[3-(5-Methyl-1,2,4-oxadiazol-3-yl)phenoxy]-2-pyridyl]sulfonyl]-2-(2,2,4-trimethylpyrrolidin-1-yl)pyridin-3-carboxamid